C(C)(C)(C)OC(=O)N=C(NC1=NC=C(C=C1)Cl)NC(=O)OC(C)(C)C 2-(2,3-bis(tert-butoxycarbonyl)guanidino)-5-chloropyridine